FC1=C2C=CNC2=C(C=C1)C1=C(C=C(C=2N1N=CC2)N2CCC1(CC2)[C@@H](C=2C(=NC=CC2)C1)NS(=O)C(C)(C)C)C N-[(5S)-1'-[7-(4-fluoro-1H-indol-7-yl)-6-methyl-pyrazolo[1,5-a]pyridin-4-yl]spiro[5,7-dihydro-cyclopenta[b]pyridin-6,4'-piperidin]-5-yl]-2-methyl-propane-2-sulfinamide